N-(4-((3R,4R)-3-amino-4-methylpyrrolidin-1-yl)-2-(4,4-difluorocyclohexyl)-2H-indazol-5-yl)-1-(2,6-difluorophenyl)-6-oxo-1,6-dihydropyridazine-3-carboxamide N[C@H]1CN(C[C@H]1C)C=1C2=CN(N=C2C=CC1NC(=O)C1=NN(C(C=C1)=O)C1=C(C=CC=C1F)F)C1CCC(CC1)(F)F